CN1N=C(C2=CC=C(C=C12)NC[C@@H]1NCCC1)C1C(NC(CC1)=O)=O 3-(1-methyl-6-((((R)-pyrrolidin-2-yl)methyl)amino)-1H-indazol-3-yl)piperidine-2,6-dione